tetramethoxy-4H-1-benzopyran-4-one COC=1C=CC2=C(C(C(=C(O2)OC)OC)=O)C1OC